N1(CCOCC1)CC1=NC(=C(C2=CC=C(C=C12)OC1=CC=CC=C1)O)C(=O)OC methyl 1-[(morpholin-4-yl) methyl]-4-hydroxy-7-phenoxyisoquinoline-3-carboxylate